(6-Chloroimidazo[1,2-b]pyridazin-3-yl)-N-(4,4-difluoropyrrolidin-3-yl)pyridin-2-amine ClC=1C=CC=2N(N1)C(=CN2)C=2C(=NC=CC2)NC2CNCC2(F)F